C(C)(C)(C)OC(COCCOCCOCCOCCBr)=O 14-bromo-3,6,9,12-tetraoxatetradecane-1-oic acid tert-butyl ester